FC1(CCN(CC1)C1=NC2=CN=C(C=C2C=C1)N)F (4,4-difluoropiperidin-1-yl)-1,7-naphthyridin-6-amine